ClC1=C(C(=CC=C1)Cl)C1=NC=2N(C(=N1)NC1=CC3=C(C(CO3)(C)C)C=C1)N=CC2 2-(2,6-dichlorophenyl)-N-(3,3-dimethyl-2,3-dihydrobenzofuran-6-yl)pyrazolo[1,5-a][1,3,5]triazin-4-amine